tert-Butyl 4-(5-((6-(3-chloro-5-fluorophenyl)-4-(((methylsulfonyl)oxy)methyl)pyridin-2-yl)oxy)pyrimidin-2-yl)piperazine-1-carboxylate ClC=1C=C(C=C(C1)F)C1=CC(=CC(=N1)OC=1C=NC(=NC1)N1CCN(CC1)C(=O)OC(C)(C)C)COS(=O)(=O)C